FC(C)(F)C=1OC=2C(C1)=C(C=C(C2)[2H])[2H] 2-(1,1-difluoroethyl)(4,6-2H2)-1-benzofuran